O[C@H]1[C@H](CCCC1)CCN(CCCCCCCC(=O)N(CCCCCCCCCC)CCCCCCCCCC)CCCCCCCC(=O)N(CCCCCCCCCC)CCCCCCCCCC 8,8'-((2-((1R,2R)-2-hydroxycyclohex-yl)ethyl)azanediyl)-bis(N,N-didecyl-octanamide)